BrC=1C(=NN(C1)CC1=CC=C(C=C1)OC)[N+](=O)[O-] 4-bromo-1-[(4-methoxyphenyl)methyl]-3-nitro-pyrazole